ClC=1N=C2C(=NC1)N(C=C2C(F)(F)F)COCC[Si](C)(C)C 2-chloro-7-(trifluoromethyl)-5-((2-(trimethylsilyl)ethoxy)methyl)-5H-pyrrolo[2,3-b]pyrazine